3-nitro-1-(3,3,3-trifluoro-2-propoxypropyl)-1H-pyrazole [N+](=O)([O-])C1=NN(C=C1)CC(C(F)(F)F)OCCC